ClC=1C=C(OC2CCC(CC2)NC(=O)C=2N=NC(=CC2)N2CCC(CC2)CN2CCN(CC2)C=2C=C3C(N(C(C3=CC2F)=O)C2C(NC(CC2)=O)=O)=O)C=CC1C#N N-((1r,4r)-4-(3-chloro-4-cyanophenoxy)cyclohexyl)-6-(4-((4-(2-(2,6-dioxopiperidin-3-yl)-6-fluoro-1,3-dioxoisoindolin-5-yl)piperazin-1-yl)methyl)piperidin-1-yl)pyridazine-3-carboxamide